NC(C(C1=CC=CC=C1)SC1=C(C(=C(C(=N1)N1CCC(CC1)C([NH3+])CC1=CC=C(C=C1)C=CC(=O)NO)C#N)CC)C#N)=O 1-(1-(6-((2-amino-2-oxo-1-phenylethyl)thio)-3,5-dicyano-4-ethylpyridin-2-yl)piperidin-4-yl)-N-(4-(3-(hydroxyamino)3-oxoprop-1-en-1-yl)benzyl)methylammonium